ClC1=C(C#N)C=C(C=C1)N1N=NN=C1CN(CC)C1CCCCC1 2-chloro-5-(5-((cyclohexyl-(ethyl)amino)methyl)-1H-tetrazol-1-yl)benzonitrile